C(C)N(C(CCCCCCCCC)CCCCCCCCCC=CCC=CCCCCC)C N-ethyl-N-methylnonacosane-20,23-dien-10-amine